12-fluoro-16-hydroxy-16-methyl-5-methylsulfonyl-2,4,6,10,21-pentazatetracyclo[15.3.1.02,10.03,8]henicosa-1(21),3(8),4,6,12,17,19-heptaen-9-one FC=1CN2C(C=3C=NC(=NC3N2C=2C=CC=C(C(CCC1)(C)O)N2)S(=O)(=O)C)=O